FC1=C(CN2CCN(C3=CC=CC=C23)C(=O)OC(C)(C)C)C=CC=C1 tert-Butyl 4-(2-fluorobenzyl)-3,4-dihydroquinoxaline-1(2H)-carboxylate